β-trifluoromethylstyrene FC(C=CC1=CC=CC=C1)(F)F